ClC=1C=2C=C(N(C2C=C2C1OCCO2)C)C(=O)N[C@@]2(COCC2)C2=CC=C(C(=O)O)C=C2 |r| (±)-4-(3-{9-chloro-6-methyl-2H,3H,6H-[1,4]dioxino[2,3-f]indole-7-amido}oxolan-3-yl)benzoic acid